ClC1=CC=C(C=C1)C1=NNC(=C1)[C@@H](C)C1CCC(CC1)C1=CC=NC2=CC=C(C=C12)F 4-((1S,4S)-4-(1-(3-(4-chlorophenyl)-1H-pyrazol-5-yl)ethyl)cyclohexyl)-6-fluoroquinoline